O1CCC2=C1C=CC(=C2)C=2C=C1CCC(C1=CC2)N2CCC(CC2)C(=O)O 1-(5-(2,3-dihydrobenzofuran-5-yl)-2,3-dihydro-1H-inden-1-yl)piperidine-4-carboxylic acid